N-([1,1'-biphenyl]-3-yl)isothiazole-5-carboxamide C1(=CC(=CC=C1)NC(=O)C1=CC=NS1)C1=CC=CC=C1